(5-(5-Methoxy-1H-pyrrolo[2,3-b]pyridin-3-yl)pyrazolo[1,5-a]pyridin-3-yl)(4-methylpiperazin-1-yl)methanone COC=1C=C2C(=NC1)NC=C2C2=CC=1N(C=C2)N=CC1C(=O)N1CCN(CC1)C